6-amino-2-methylbenzo[d]oxazole-5-carbonitrile NC1=CC2=C(N=C(O2)C)C=C1C#N